5-(5-(azetidin-3-ylmethyl)-2,5-diazabicyclo[2.2.2]octan-2-yl)-2-(2,6-dioxopiperidin-3-yl)-6-fluoroisoindoline-1,3-dione N1CC(C1)CN1C2CN(C(C1)CC2)C=2C=C1C(N(C(C1=CC2F)=O)C2C(NC(CC2)=O)=O)=O